N[C@H]1CN(C[C@@H](C1)F)C(=O)C1=CC2=C(N(C(=N2)C=2N(C3=C(C=CC=C3C2)C2CCN(CC2)C(COC)=O)CC2CC2)C)C(=C1)OC 1-(4-(2-(5-((3R,5R)-3-amino-5-fluoropiperidine-1-carbonyl)-7-methoxy-1-methyl-1H-benzo[d]imidazol-2-yl)-1-(cyclopropylmethyl)-1H-indol-7-yl)piperidin-1-yl)-2-methoxyethan-1-one